C(C1=CC=CC=C1)N1N=C(N=C1)C(=O)N[C@@H]1C(N(C=2N(CC1)N=C(C2)C(C)C)C)=O (S)-1-benzyl-N-(2-isopropyl-4-methyl-5-oxo-5,6,7,8-tetrahydro-4H-pyrazolo[1,5-a][1,3]diazepin-6-yl)-1H-1,2,4-triazole-3-carboxamide